5-bromo-2,3-dihydro-1,4-benzodioxane C1COC2=C(O1)C=CC=C2Br